4-bromo-1-((2-(trimethylsilyl)ethoxy)methyl)-1H-indazole-3-carbonitrile BrC1=C2C(=NN(C2=CC=C1)COCC[Si](C)(C)C)C#N